C(N)(=O)CN1C(N(C=2N=C(N(C2C1=O)C1=CC=C(C=C1)Cl)C1=NC=CC=C1Cl)CC1CCN(CC1)C(=O)OC(C)(C)C)=O tert-butyl 4-[[1-(carbamoylmethyl)-7-(4-chlorophenyl)-8-(3-chloropyridin-2-yl)-2,6-dioxopurin-3-yl]methyl]piperidine-1-carboxylate